ClC1=C(C=CC(=C1)Cl)NC=1NC2=C(C=CC(=C2C(C1C(CC(C)C)=O)=O)[N+](=O)[O-])C(=O)O 2-((2,4-dichlorophenyl)amino)-3-(3-methylbutanoyl)-5-nitro-4-oxo-1,4-dihydroquinoline-8-carboxylic acid